C(C)(C)(C)OC(=O)N(C1=NC=CC(=C1Cl)S)C(=O)OC(C)(C)C [2-[bis(t-butoxycarbonyl)amino]-3-chloro-4-pyridinyl] hydrosulfide